CN(C1=CC=C(C=C1)C=1C(NC2=CC=C(C=C2C1)C1=CC=C(C=C1)N1CCN(CC1)C(C)C)=O)C 3-[4-(dimethylamino)phenyl]-6-{4-[4-(propan-2-yl)piperazin-1-yl]phenyl}-1,2-dihydro-quinolin-2-one